amino-1,3-bis(difluoromethyl)-1H-benzo[d]imidazol-2(3H)-one NC1=CC=CC=2N(C(N(C21)C(F)F)=O)C(F)F